NC1=NC=NN2C1=C(C=C2C=2C=CC(N(C2)[C@@H]2CN(C[C@@H]2F)C([C@](C(F)(F)F)(C)O)=O)OC[2H])C(F)(F)F 5-[4-amino-5-(trifluoromethyl)pyrrolo[2,1-f][1,2,4]triazin-7-yl]-N-[(3R,4S)-4-fluoro-1-[(2S)-3,3,3-trifluoro-2-hydroxy-2-methylpropanoyl]pyrrolidin-3-yl]-2-(deutero)methoxypyridine